6-{7-Methoxyimidazo[1,2-a]pyridin-3-yl}-N-{[4-(1-methyl-1H-imidazol-5-yl)phenyl]methyl}pyrimidin-4-amine COC1=CC=2N(C=C1)C(=CN2)C2=CC(=NC=N2)NCC2=CC=C(C=C2)C2=CN=CN2C